Cl.[C@@H]12CNC[C@H]2C1/C=C/C1=CC(=C(C(=C1)F)C=1C(=NC=2N(C1N[C@H](C)C(C)C)N=CN2)Cl)F 6-(4-((E)-2-((1R,5S,6s)-3-azabicyclo[3.1.0]hex-6-yl)vinyl)-2,6-difluorophenyl)-5-chloro-N-((R)-3-methylbutan-2-yl)-[1,2,4]triazolo[1,5-a]pyrimidin-7-amine hydrochloride